N(=[N+]=[N-])CCCC(=O)N[C@@H](CCCCN)C(=O)O 4-azidobutanoyl(lysine)